FC(C)(C)C1=NC=C(C(=O)N(C)OC)C=C1 6-(2-Fluoropropan-2-yl)-N-methoxy-N-methylnicotinamide